OC1(CC(C1)C(=O)N1CC2(C1)CCC(CC2)C2=CC=1N(N=C2)C=CC1)C ((1s,3s)-3-hydroxy-3-methylcyclobutyl)(7-(pyrrolo[1,2-b]pyridazin-3-yl)-2-azaspiro[3.5]non-2-yl)methanone